8-((2-Azabicyclo[2.2.1]hept-5-yl)oxy)-6-(4-fluorophenyl)-N-((R)-1-(2-(trifluoromethyl)pyrimidin-5-yl)ethyl)quinazolin-4-amine C12NCC(C(C1)OC=1C=C(C=C3C(=NC=NC13)N[C@H](C)C=1C=NC(=NC1)C(F)(F)F)C1=CC=C(C=C1)F)C2